C1=CC=CC=2OC3=CC=C4C(C3=NC12)=C1C=CC=CC1=N4 indolophenoxazine